C1=CC=CC=2C3=CC=CC=C3C(=CC12)N (phenanthren-9-yl)-amine